[K+].C(C)C(C(=O)[O-])CCCC 2-Ethyl-hexanoic acid potassium salt